methyl 3-(((tert-butoxycarbonyl)amino)methyl)bicyclo[1.1.1]pentane-1-carboxylate C(C)(C)(C)OC(=O)NCC12CC(C1)(C2)C(=O)OC